ClC1=C(C=C(N=N1)NC=1SC2=C(N1)C=CC=C2)C(C)C N-[6-chloro-5-(propan-2-yl)pyridazin-3-yl]-1,3-benzothiazol-2-amine